2-(2,5-dimethylpyrrol-3-oyl)-acetonitrile CC=1NC(=CC1C(=O)CC#N)C